C(C)(C)(C)OC(=O)N1N=CC(=C1)CN1C(C2(C3=C1C=NC=1C=CC(=CC31)Br)CC2)=O.C(C(C)C)(=O)NC2=C(C=C(C(=O)NCCN(CC)CC)C=C2)Cl 4-Isobutyrylamino-3-chloro-N-[2-(diethylamino)ethyl]benzamide tert-Butyl-4-((8'-bromo-2'-oxospiro[cyclopropane-1,1'-pyrrolo[2,3-c]quinolin]-3'(2'H)-yl)methyl)-1H-pyrazole-1-carboxylate